4-[(4-methyl-2-oxo-chromen-7-yl)oxymethyl]benzoic acid CC1=CC(OC2=CC(=CC=C12)OCC1=CC=C(C(=O)O)C=C1)=O